tert-Butyl (4,6-dichloropyridin-2-yl)carbamate ClC1=CC(=NC(=C1)Cl)NC(OC(C)(C)C)=O